5-chloro-6-nitro-1H-benzo[d]imidazol-2(3H)-one ClC1=CC2=C(NC(N2)=O)C=C1[N+](=O)[O-]